N[C@@H](CCCNC(N)=N)C(=O)O.C(CC)(=O)O propionic acid L-arginine salt